C(#N)C1=CC(=C(COC2=CC=CC(=N2)C2=CC(=C(CC3=NC4=C(N3CCOC)C=C(C=C4)P(OC)(OC)=O)C=C2)F)C=C1)F Dimethyl (2-(4-(6-((4-cyano-2-fluorobenzyl)oxy)pyridin-2-yl)-2-fluorobenzyl)-1-(2-methoxyethyl)-1H-benzo[d]imidazol-6-yl)phosphonate